6'-(((1S,3S)-3-((6-(Trifluoromethoxy)-3H-imidazo[4,5-b]pyridin-2-yl)amino)cyclopentyl)amino)-2H-[1,3'-bipyridin]-2-one FC(OC=1C=C2C(=NC1)NC(=N2)N[C@@H]2C[C@H](CC2)NC2=CC=C(C=N2)N2C(C=CC=C2)=O)(F)F